Tert-butyl 4-(4-(6-(1-(3-(1H-pyrazol-1-yl)propanoyl)-1,2,5,6-tetrahydropyridin-3-yl)-2-(dimethylcarbamoyl)-7-fluoro-1H-indol-4-yl)-5-chloro-2-fluorophenyl)piperidine-1-carboxylate N1(N=CC=C1)CCC(=O)N1CC(=CCC1)C1=CC(=C2C=C(NC2=C1F)C(N(C)C)=O)C1=CC(=C(C=C1Cl)C1CCN(CC1)C(=O)OC(C)(C)C)F